2-FLUORO-5-METHYLPYRIDINE-4-BORONIC ACID FC1=NC=C(C(=C1)B(O)O)C